NC1=C(C(N(C2=CC(=CC=C12)OC(F)(F)F)C=1C=NC(=CC1)N)=O)C(=O)OC([2H])([2H])[2H] methyl-d3 4-amino-1-(6-aminopyridin-3-yl)-2-oxo-7-(trifluoromethoxy)-1,2-dihydroquinoline-3-carboxylate